1-Benzyl N-[2-[(2S)-4-[3-[1-(2,6-dioxo-3-piperidyl)-3-methyl-2-oxo-benzimidazol-4-yl]prop-2-ynyl]morpholin-2-yl]ethyl]-N-methyl-carbamate O=C1NC(CCC1N1C(N(C2=C1C=CC=C2C#CCN2C[C@@H](OCC2)CCN(C(OCC2=CC=CC=C2)=O)C)C)=O)=O